N-((1R,2R)-2-fluorocyclohexyl)-2-(1H-imidazol-5-yl)thiazole-4-carboxamide F[C@H]1[C@@H](CCCC1)NC(=O)C=1N=C(SC1)C1=CN=CN1